CC=1C(=C(C=C(C1)C)O)C1=NC=2N(C=C1)N=C(N2)N2CC1OC(C2)C1 3,5-dimethyl-2-[2-(6-oxa-3-azabicyclo[3.1.1]heptan-3-yl)-[1,2,4]triazolo[1,5-a]pyrimidin-5-yl]phenol